C(CCCCCCCCCCCCCCCCCCCCCCCCCC)(=O)[O-] heptacosylate